2-methoxy-2-methyl-1-methyldiethoxysilylmethyl-1-aza-2-silacyclopentane CO[Si]1(N(CCC1)C[Si](OCC)(OCC)C)C